BrC=1C=C2C(NC(NC2=CC1Cl)=O)=O 6-bromo-7-chloroquinazoline-2,4(1H,3H)-dione